Br[Mg]C1=C(C=CC=C1)C bromo(2-methylphenyl)magnesium